FC1=C(C=CC=C1)COC1=CC=2N(C=C1)N=C(C2C(=O)NC(C(=O)N)(CO)C)C 2-({5-[(2-fluorophenyl)methoxy]-2-methylpyrazolo[1,5-a]pyridin-3-yl}formamido)-3-hydroxy-2-methylpropanamide